4-((cyclopentylmeth-yl)amino)-2-((2-methoxy-4-(methyl-sulfonyl)phenyl)amino)-7H-pyrrolo[2,3-d]pyrimidine-5-carbonitrile C1(CCCC1)CNC=1C2=C(N=C(N1)NC1=C(C=C(C=C1)S(=O)(=O)C)OC)NC=C2C#N